COC1=CC=C(C=C1)C(OCC12OCC(N(C1)C(=O)NC(C)C)C2O)(C2=CC=CC=C2)C2=CC=C(C=C2)OC 1-[[bis(4-methoxyphenyl)phenylmethoxy]methyl]-7-hydroxy-N-isopropyl-2-oxa-5-azabicyclo[2.2.1]heptane-5-carboxamide